(RS)-N-(N-(tert-Butoxycarbonyl)-N-methyl-L-leucyl)-O-(2-methoxypyridin-4-yl)-N-methyl-homoserine C(C)(C)(C)OC(=O)N([C@@H](CC(C)C)C(=O)N([C@H](CCOC1=CC(=NC=C1)OC)C(=O)O)C)C |&1:16|